C12(CC3CC(CC(C1)C3)C2)C(=O)NC(=S)N ADAMANTANE-1-CARBONYL-THIOUREA